(S)-4-methyl-3-(methylsulfonyl)-N-((2-(3-(pyridin-4-yl)pyrrolidin-1-yl)-1,6-naphthyridin-7-yl)methyl)benzamide CC1=C(C=C(C(=O)NCC2=NC=C3C=CC(=NC3=C2)N2C[C@@H](CC2)C2=CC=NC=C2)C=C1)S(=O)(=O)C